Ethyl 2-(2-chloro-4-fluorophenethoxy)-2-ethoxyacetate ClC1=C(CCOC(C(=O)OCC)OCC)C=CC(=C1)F